N1(CCCC1)OS(=O)(=O)C=1C=C(C=CC1)C1(NC(=NC=C1)N)N 4-(3-(pyrrolidin-1-ylsulfo)phenyl)pyrimidine-2,4-diamine